FC(C1=C(C=CC=C1)C1=CC=C(C=C1)S(=O)(=O)N)(F)F 2'-(trifluoromethyl)-[1,1'-biphenyl]-4-sulfonamide